C(C)(C)(C)OC(=O)\N=C/1\N(C(CC(N1)(CC)CC)=O)C(CCOC)[C@@H]1[C@H](C1)C(=O)OCC (1S,2S)-ethyl 2-(1-((E)-2-((tert-butoxycarbonyl)imino)-4,4-diethyl-6-oxotetrahydropyrimidin-1(2H)-yl)-3-methoxypropyl)cyclopropanecarboxylate